C(C)(=O)OCCCCCCCCCCC#C\C=C/CC (Z)-hexadecan-13-en-11-yn-1-yl acetate